5-chloro-3-[(3R)-3-hydroxypyrrolidin-1-yl]xanthen-9-one ClC1=C2OC=3C=C(C=CC3C(C2=CC=C1)=O)N1C[C@@H](CC1)O